4-nitrophenyl 5-(((3-cyanophenoxy)(hydroxy)phosphoryl)difluoromethyl)benzo[b]thiophene-2-carboxylate C(#N)C=1C=C(OP(=O)(O)C(C2=CC3=C(SC(=C3)C(=O)OC3=CC=C(C=C3)[N+](=O)[O-])C=C2)(F)F)C=CC1